5-(difluoromethyl)-2-fluorobenzaldehyde FC(C=1C=CC(=C(C=O)C1)F)F